hydroxyphenylmercaptan OC1=C(C=CC=C1)S